(R)-8-(4-bromo-3-(trifluoromethyl)benzoyl)-3-isobutyl-7-methyl-4-(4-(2-methyl-1H-imidazol-4-yl)phenyl)-6,7,8,9-tetrahydropyrazolo[1,5-a]pyrido[4,3-e]pyrimidin-5(4H)-one BrC1=C(C=C(C(=O)N2CC3=C(C(N(C=4N3N=CC4CC(C)C)C4=CC=C(C=C4)C=4N=C(NC4)C)=O)C[C@H]2C)C=C1)C(F)(F)F